FC1=C(C=CC=C1)C(=O)N1C2CN(C(C1)CC2)CC2=C(N=C1N2C=CC=C1)C1=CC=C(C=C1)C(C)C (-)-(2-fluorophenyl)(5-{[2-(4-isopropylphenyl)imidazo[1,2-a]pyridin-3-yl]methyl}-2,5-diazabicyclo[2.2.2]oct-2-yl)methanone